N-METHYLPIPERAZINO-ISOCYANO-ACETAMIDE CNC(C([N+]#[C-])N1CCNCC1)=O